S(=O)(=O)([O-])[O-].[Pd+2] palladium(II) sulphate